C(CCCCCCCCCCCCCCCCCC)[Mg]Br nonadecyl-magnesium bromide